N5-(tert-butyl)-N7-(2-((2S,6R)-2,6-dimethylmorpholino)ethyl)-2-(1-(tetrahydro-2H-pyran-2-yl)-1H-pyrazol-5-yl)thieno[3,2-b]pyridine-5,7-diamine C(C)(C)(C)NC1=CC(=C2C(=N1)C=C(S2)C2=CC=NN2C2OCCCC2)NCCN2C[C@@H](O[C@@H](C2)C)C